methyl 4-(hydrazinecarbonyl)benzoate N(N)C(=O)C1=CC=C(C(=O)OC)C=C1